3-(5-(2-((3-(5-((1r,3r)-3-((5-(5H-pyrido[4,3-b]indol-7-yl)pyridin-2-yl)oxy)cyclobutoxy)pyridin-2-yl)prop-2-yn-1-yl)oxy)ethoxy)-1-oxoisoindolin-2-yl)-1-methylpiperidine-2,6-dione C1=NC=CC=2NC=3C=C(C=CC3C21)C=2C=CC(=NC2)OC2CC(C2)OC=2C=CC(=NC2)C#CCOCCOC=2C=C1CN(C(C1=CC2)=O)C2C(N(C(CC2)=O)C)=O